BrC(=CC1=C(C=CC=C1)[N+](=O)[O-])Br (2,2-dibromovinyl)-1-nitrobenzene